C(#N)C[C@H](C(C)C)CCC(C)=O (R)-3-(cyanomethyl)-2-methyl-6-oxoheptane